O1COC2=C1C=CC(=C2)CC(C(=O)N)N(C)CC=2SC(=CC2)Br (benzo[d][1,3]dioxol-5-ylmethyl)-2-(((5-bromothiophen-2-yl)methyl)(methyl)amino)acetamide